C(C1=CC=CC=C1)(=O)OC#CC1=C(C=C(C=C1)OCC=1C(=NOC1C1CC1)C1=C(C=CC=C1)OC(F)(F)F)Cl ((2-chloro-4-((5-cyclopropyl-3-(2-(trifluoromethoxy) phenyl) isoxazol-4-yl) methoxy) phenyl) ethynyl) benzoate